isoamyl benzoate (Isoamyl benzoate) C(CC(C)C)C1=C(C(=O)O)C=CC=C1.C(C1=CC=CC=C1)(=O)OCCC(C)C